CC(C)C(C(CC(C)C)=NO)(C)C 2,3,3,6-tetramethylheptan-4-one oxime